[N+](=[N-])=C(C(=O)OCC1=CC=CC=C1)C(CCCO)=O benzyl 2-diazo-6-hydroxy-3-oxo-hexanoate